[Si](C)(C)(C(C)(C)C)OC1=CC=C(C=C1)[C@@H]1N(CCC2=CC=CC=C12)C(=O)OCC12CCN(CC1)CC2 quinuclidin-4-ylmethyl (S)-1-(4-((tert-butyldimethylsilyl)oxy)phenyl)-3,4-dihydroisoquinoline-2(1H)-carboxylate